N1(N=CC=C1)C1=C(CC=2N(C3=NC(=NC(=C3N2)N)N2CCC(CC2)N)C2CCCC2)C=CC=C1 (2-(1H-pyrazol-1-yl)benzyl)-2-(4-aminopiperidin-1-yl)-9-cyclopentyl-9H-purin-6-amine